4-(4-methoxybenzyl)piperazin-2-one COC1=CC=C(CN2CC(NCC2)=O)C=C1